2-(4-amino-2,6-dimethoxybenzyl)-N7-butyl-2H-pyrazolo[4,3-d]pyrimidine-5,7-diamine NC1=CC(=C(CN2N=C3C(N=C(N=C3NCCCC)N)=C2)C(=C1)OC)OC